COC1=CC=C(C=C1)[C@@](C)(O)C=1C=NC(=CC1)C (R)-1-(4-methoxyphenyl)-1-(6-methyl-3-pyridyl)-1-ethanol